C(#N)C1=CC=C(S1)S(=O)(=O)N(C(C(F)(F)F)C1=CC=C(C=C1)F)C 5-cyano-N-methyl-N-(2,2,2-trifluoro-1-(4-fluorophenyl)ethyl)thiophene-2-sulfonamide